NC1=CC(=C(OC=2C=C(C(N(C2)CC2=CC=CC=C2)=O)Cl)C(=C1)Cl)Cl 5-(4-amino-2,6-dichlorophenoxy)-1-benzyl-3-chloropyridin-2(1H)-one